[Si](C)(C)(C(C)(C)C)OC1=CC=C(C=C1)CC(=O)NC=1C(NN=CC1)=O 2-(4-((Tert-Butyldimethylsilyl)oxy)phenyl)-N-(3-oxo-2,3-dihydropyridazin-4-yl)acetamide